(2S,3S)-N-(17-amino-3,6,9,12,15-pentaoxaheptadecyl)-1-methyl-5-oxo-2-(pyridin-3-yl)pyrrolidine-3-carboxamide NCCOCCOCCOCCOCCOCCNC(=O)[C@@H]1[C@H](N(C(C1)=O)C)C=1C=NC=CC1